(R)-4-(1-azido-1-cyclopropylethyl)-6-chloro-1-cyclopropyloxy-2,7-naphthyridine N(=[N+]=[N-])[C@](C)(C1CC1)C1=CN=C(C2=CN=C(C=C12)Cl)OC1CC1